FC1=CC(=C(OC=2C(=NC=NC2)N2CC3(C2)CNC3)C=C1)C=1C(=NC=NC1)C(C)C 2-(5-(4-fluoro-2-(4-isopropylpyrimidin-5-yl)phenoxy)pyrimidin-4-yl)-2,6-diazaspiro[3.3]heptane